(S)-imino({[(3R)-1-(8-methoxyquinazolin-4-yl)pyrrolidin-3-yl]methyl})methyl-λ6-sulfanone N=[S@](=O)(C)C[C@H]1CN(CC1)C1=NC=NC2=C(C=CC=C12)OC